2-hydroxy-1,2-benzoxaborinin-6-amine hydrochloride Cl.OB1OC2=C(C=C1)C=C(C=C2)N